OC1=CC(=CC2=CC=C(C=C12)NC(C=C)=O)S(=O)(=O)O 4-hydroxy-6-(prop-2-enamido)naphthalene-2-sulfonic acid